BrC1=C(C=CC=C1)C1OC(OC1)(C)C 4-(2-bromophenyl)-2,2-dimethyl-1,3-dioxolane